C1(CCCCC1)S(=O)(=O)C(S(=O)(=O)C(C)(C)C)=[N+]=[N-] 1-cyclohexylsulfonyl-1-(1,1-dimethylethylsulfonyl)diazomethane